3-[(2-chloro-2-fluoro-acetyl)-[[rac-(2S)-2-(benzylsulfonylamino)-3-cyclopropyl-propanoyl]amino]amino]propanamide ClC(C(=O)N(CCC(=O)N)NC([C@H](CC1CC1)NS(=O)(=O)CC1=CC=CC=C1)=O)F |r|